10,20-dichloroporphine ClC=1C=2C=CC(=CC3=CC=C(N3)C(=C3C=CC(C=C4C=CC1N4)=N3)Cl)N2